4-(4-aminophenoxy)-2-butylaniline NC1=CC=C(OC2=CC(=C(N)C=C2)CCCC)C=C1